C(C1=CC=CC=C1)OCC(=O)N[C@H](C)C1=C(C(=C(C(=C1)OC)Br)OC)C 2-(benzyloxy)-N-[(1R)-1-(4-bromo-3,5-dimethoxy-2-methylphenyl)ethyl]acetamide